C(C=C)(=O)OCCCCCCCCCCCCCCCCCCCCCCCC tetracosyl acrylate